C(C)(C)(C)C1=NN=C(O1)C1=CC=C(C=C1)C(=O)N1CCN(CC1)C=1OC=2C(=NC(=CC2)Cl)N1 [4-(5-tert-butyl-1,3,4-oxadiazol-2-yl)phenyl]-[4-(5-chlorooxazolo[4,5-b]pyridin-2-yl)piperazin-1-yl]methanone